CO[Si](CCCCCCCCCCCCCCCC)(OC)OC trimethoxy(hexadecyl)silane